5-chloro-2-[1-(difluoromethyl)-1H-pyrazol-4-yl][1,2,4]triazolo[1,5-c]quinazoline-7-carbonitrile ClC1=NC2=C(C=CC=C2C=2N1N=C(N2)C=2C=NN(C2)C(F)F)C#N